2-chloro-3-(2,2-dioxo-2λ6-thia-6-azaspiro[3.3]heptan-6-yl)-5-fluoro-benzoic acid methyl ester COC(C1=C(C(=CC(=C1)F)N1CC2(CS(C2)(=O)=O)C1)Cl)=O